C(CCC)C=C(C(=O)O)N(C)C.FC1=C(C(=CC(=C1)OC)F)[C@H]1[C@@H](C(NC1)=O)NC=1OC(=NN1)C1=CC=C(C=C1)C(F)(F)F (3S,4R)-4-(2,6-difluoro-4-methoxyphenyl)-3-({5-[4-(trifluoromethyl)phenyl]-1,3,4-oxadiazol-2-yl}amino)pyrrolidin-2-one butyl-N,N-dimethylaminoacrylate